5-(tert-Butoxycarbonyl)-7-methyl-4,5,6,7-tetrahydro-1H-pyrazolo[4,3-c]pyridine-3-carboxylic acid C(C)(C)(C)OC(=O)N1CC2=C(C(C1)C)NN=C2C(=O)O